3,3,4,4,5,5,6,6,7,7,8,8,9,9,10,10,10-Heptadecafluorodecyltrimethoxysilane FC(CC[Si](OC)(OC)OC)(C(C(C(C(C(C(C(F)(F)F)(F)F)(F)F)(F)F)(F)F)(F)F)(F)F)F